tert-butyl 6-((N-(tert-butoxycarbonyl)sulfamoyl)(ethyl)amino)-2-azaspiro[3.3]heptane-2-carboxylate C(C)(C)(C)OC(=O)NS(=O)(=O)N(C1CC2(CN(C2)C(=O)OC(C)(C)C)C1)CC